ClC=1C=C(C=CC1C)NC(=O)NCC1=CC2=C(N=NN(C2=O)C2C(NC(CC2)=O)=O)C=C1 1-(3-chloro-4-methylphenyl)-3-((3-(2,6-dioxopiperidin-3-yl)-4-oxo-3,4-dihydrobenzo[d][1,2,3]triazin-6-yl)methyl)urea